3-[3-(4-Methoxy-benzyl)-3H-imidazo[4,5-b]pyridin-2-yl]-N-[2-(4-methoxy-phenyl)-ethyl]-propionamide COC1=CC=C(CN2C(=NC=3C2=NC=CC3)CCC(=O)NCCC3=CC=C(C=C3)OC)C=C1